4-methoxy-3-(N-(2-(oxazol-5-yl)-5-(trifluoromethyl)phenyl)sulfamoyl)benzoic Acid COC1=C(C=C(C(=O)O)C=C1)S(NC1=C(C=CC(=C1)C(F)(F)F)C1=CN=CO1)(=O)=O